OC1=C(C=C(C=C1)C1=NNC(C2=CC=CC(=C12)C)=O)C 4-(4-Hydroxy-3-methylphenyl)-5-methyl-1(2H)-phthalazinone